COC([C@H](CCC(=O)C1=CC=C(C=C1)F)NC(=O)OC(C)(C)C)=O (S)-methyl-2-((t-butoxycarbonyl)amino)-5-(4-fluorophenyl)-5-oxovalerate